FC1(CCC(CC1)C(C)(C)N1CCC(CC1)CC1=CC=2N(C=C1)N=CC2N2C(NC(CC2)=O)=O)F 1-(5-((1-(2-(4,4-difluorocyclohexyl)propan-2-yl)piperidin-4-yl)methyl)pyrazolo[1,5-a]pyridin-3-yl)dihydropyrimidine-2,4(1H,3H)-dione